C1=CC=CC=2C3=CC=CC=C3C(C12)COC(=O)N[C@H](CCC(NCCOCCOCCOCCOCCOCCOC)=O)C(=O)OC(C)(C)C tert-butyl (R)-24-((((9H-fluoren-9-yl)methoxy)carbonyl)amino)-21-oxo-2,5,8,11,14,17-hexaoxa-20-azapentacosan-25-oate